COCCOC(C(=C)C#N)=O methoxyethyl-α-cyanoacrylate